ClC=1C(=C(C(=CC1)C(F)F)C1=CN=C(C(=N1)C(=O)NC=1C=NN(C1)C1(CCC1)C=1C(=NC(=NC1)N1C([C@@H]2C[C@@H]2C1)=O)C)C)F 6-(3-chloro-6-(difluoromethyl)-2-fluorophenyl)-3-methyl-N-(1-(1-(4-methyl-2-((1r,5s)-2-oxo-3-azabicyclo[3.1.0]hex-3-yl)pyrimidin-5-yl)cyclobutyl)-1H-pyrazol-4-yl)pyrazine-2-carboxamide